2,4'-difluoro-4-methyl-5-((2,2,2-trifluoroethyl)sulfinyl)-1,1'-biphenyl FC1=C(C=C(C(=C1)C)S(=O)CC(F)(F)F)C1=CC=C(C=C1)F